5-(2-chloroethyl)-6-(pyridin-4-yl)-1-(p-tolyl)-1,5-dihydro-4H-pyrazolo[3,4-d]pyrimidin-4-one ClCCN1C(=NC2=C(C1=O)C=NN2C2=CC=C(C=C2)C)C2=CC=NC=C2